ClC1=CC(=C(OC=2C(=C(C=NC2)CC2=C(C(=NC=C2)NS(NC(C)C)(=O)=O)F)C)C=C1)F 4-[[5-(4-chloro-2-fluoro-phenoxy)-4-methyl-3-pyridyl]methyl]-3-fluoro-N-(isopropylsulfamoyl)pyridin-2-amine